COC1=C(C(=O)N(C2CCN(CC2)C)C)C=CC(=C1)C1=NC(=CN=C1)C=1SC(=CC1)NC(CCCC)=O 2-methoxy-N-methyl-N-(1-methylpiperidin-4-yl)-4-(6-(5-pentanamidothiophen-2-yl)pyrazin-2-yl)benzamide